C(C)(C)(C)OC(=O)N1CCC(CC1)CCCBr 4-(3-bromopropyl)piperidine-1-carboxylic acid tert-butyl ester